OC=1C(C=CC(C1)=O)=O 2-hydroxy-1,4-benzoquinone